2-ethyl-5-methyl-N-(((1r,4S)-4-(methylsulfonyl)cyclohexyl)methyl)-1H-imidazole-4-carboxamide C(C)C=1NC(=C(N1)C(=O)NCC1CCC(CC1)S(=O)(=O)C)C